C(C)(C)(C)OC(=O)N1[C@@H]([C@H]2CN(C[C@H]2C1)CC1=CC=CC=C1)C (1R,3aS,6aR)-5-benzyl-1-methyl-hexahydropyrrolo[3,4-c]pyrrole-2(1H)-carboxylic acid tert-butyl ester